(1R,3S,5R)-2-(2-(4-amino-8-bromo-9H-pyrimido[4,5-b]indol-9-yl)acetyl)-N-(6-bromopyridin-2-yl)-2-azabicyclo[3.1.0]hexane-3-carboxamide NC1=NC=NC=2N(C3=C(C=CC=C3C21)Br)CC(=O)N2[C@@H]1C[C@@H]1C[C@H]2C(=O)NC2=NC(=CC=C2)Br